9-(1-isobutyl-1H-pyrazol-4-yl)-6-isopropyl-10-methoxy-2-oxo-6,7-dihydro-2H-pyrido[2,1-a]isoquinoline-3-carboxylic acid C(C(C)C)N1N=CC(=C1)C=1C=C2CC(N3C(C2=CC1OC)=CC(C(=C3)C(=O)O)=O)C(C)C